2'-deoxy-5-(4-chlorophenyl)uridine ClC1=CC=C(C=C1)C=1C(NC(N([C@H]2C[C@H](O)[C@@H](CO)O2)C1)=O)=O